5-(Azetidin-2-ylmethoxy)-2-methyl-N-(1-(7-(oxazol-2-yl)quinolin-5-yl)cyclopropyl)benzamide N1C(CC1)COC=1C=CC(=C(C(=O)NC2(CC2)C2=C3C=CC=NC3=CC(=C2)C=2OC=CN2)C1)C